1-(2-(m-tolyl)-5-(4-(trifluoromethyl)phenyl)oxazol-4-yl)pyrimidine-2,4(1H,3H)-dione C1(=CC(=CC=C1)C=1OC(=C(N1)N1C(NC(C=C1)=O)=O)C1=CC=C(C=C1)C(F)(F)F)C